methyl 6-(4-(5'-(3,4-difluorophenyl)-5',6'-dihydrospiro[cyclopentane-1,7'-pyrrolo[2,3-b]pyrazine]-2'-carbonyl)-3,3-dimethylpiperazin-1-yl)-2,4-dimethylnicotinate FC=1C=C(C=CC1F)N1CC2(C=3C1=NC=C(N3)C(=O)N3C(CN(CC3)C3=NC(=C(C(=O)OC)C(=C3)C)C)(C)C)CCCC2